5-(2-(((1R,5S,6s)-3-acetyl-3-azabicyclo[3.1.0]hexan-6-yl)amino)-2-oxoacetyl)-N-(4-fluoro-3-methylphenyl)-1,2,4-trimethyl-1H-pyrrole-3-carboxamide C(C)(=O)N1C[C@@H]2C([C@@H]2C1)NC(C(=O)C1=C(C(=C(N1C)C)C(=O)NC1=CC(=C(C=C1)F)C)C)=O